3-[(1-ethyl-1H-pyrazol-4-yl)methyl]-6'-(4-fluorophenyl)-4'-hydroxy-2-oxo-2H-[1,2'-bipyridine]-3'-carbonitrile C(C)N1N=CC(=C1)CC=1C(N(C=CC1)C1=NC(=CC(=C1C#N)O)C1=CC=C(C=C1)F)=O